2-(((S)-1-(1H-tetrazol-1-yl)propan-2-yl)oxy)-4-(2-((3-(2-methoxyethoxy)-1-((1r,4r)-4-morpholinocyclohexyl)-1H-pyrazol-4-yl)amino)pyrimidin-5-yl)benzonitrile N1(N=NN=C1)C[C@H](C)OC1=C(C#N)C=CC(=C1)C=1C=NC(=NC1)NC=1C(=NN(C1)C1CCC(CC1)N1CCOCC1)OCCOC